tert-Butyl 3-(3,3-difluoroazetidine-1-carbonyl)-4-(2-{(S)-[(2-ethylpyrazole-3-carbonyl)-amino](4-methylcyclohexyl)methyl}-4-fluoro-1H-benzimidazol-5-yl)pyrrolidine-1-carboxylate FC1(CN(C1)C(=O)C1CN(CC1C1=C(C2=C(NC(=N2)[C@H](C2CCC(CC2)C)NC(=O)C=2N(N=CC2)CC)C=C1)F)C(=O)OC(C)(C)C)F